C(C)OC(C1=C(C=CC=C1)N)=O ETHYL-2-AMINOBENZOAT